COC(\C(=C(/C(=O)O)\Cl)\Cl)=O 2,3-Dichloromaleic acid monomethyl ester